2-(2-methylimidazo[1,2-a]pyridin-3-yl)-N-phenylpyrimidin CC=1N=C2N(C=CC=C2)C1C1N(C=CC=N1)C1=CC=CC=C1